3,6-dichloro-1-(2-chloro-3-((5-methyl-4-nitro-1-(tetrahydro-2H-pyran-4-yl)-1H-pyrazol-3-yl)oxy)propyl)-1H-pyrazolo[3,4-d]pyrimidine ClC1=NN(C2=NC(=NC=C21)Cl)CC(COC2=NN(C(=C2[N+](=O)[O-])C)C2CCOCC2)Cl